tert-butyl 4-(2,3-difluoro-4-nitrophenyl)piperazine-1-carboxylate FC1=C(C=CC(=C1F)[N+](=O)[O-])N1CCN(CC1)C(=O)OC(C)(C)C